N-[2-(1-methylpropoxy)ethyl]-acrylamide CC(CC)OCCNC(C=C)=O